NC=1SC(=CN1)CN1[C@@H](CN(CC1)CC(=O)NC1=CC=C(C=C1)Cl)C (R)-2-(4-((2-aminothiazol-5-yl)methyl)-3-methylpiperazin-1-yl)-N-(4-chlorophenyl)acetamide